(1R,2S)-5'-Methoxy-2-(3-{[2-methoxy-5-(1,3-oxazol-2-yl)pyridin-3-yl]amino}-1H-indazol-6-yl)spiro[cyclopropane-1,3'-indol]-2'(1'H)-one COC=1C=C2[C@]3(C(NC2=CC1)=O)[C@@H](C3)C3=CC=C1C(=NNC1=C3)NC=3C(=NC=C(C3)C=3OC=CN3)OC